FC=1C=C(C=NC1CO)N1C(NC(CC1)=O)=O 1-(5-fluoro-6-(hydroxymethyl)pyridin-3-yl)dihydropyrimidine-2,4(1H,3H)-dione